ClC1=C(C#N)C=C(C(=N1)NC1CC1)F 2-chloro-6-(cyclopropylamino)-5-fluoronicotinonitrile